7-chloro-1-methyl-4-(1-(5-(((4-(trifluoromethyl)phenyl)amino)methyl)pyrimidin-2-yl)piperidin-4-yl)-1,4-dihydropyrido[2,3-b]pyrazine-2,3-dione ClC1=CC2=C(N(C(C(N2C)=O)=O)C2CCN(CC2)C2=NC=C(C=N2)CNC2=CC=C(C=C2)C(F)(F)F)N=C1